ClC1=C(C=CC(=C1)N)C(C(F)(F)F)(C(F)(F)F)C1=C(C=C(C=C1)N)Cl 2,2-bis(2-chloro-4-aminophenyl)hexafluoropropane